(Z)-2-cyano-3-(4'-(8-(diphenylamino)-3-phenyl-3H-benzo[f]chromen-3-yl)-[1,1'-biphenyl]-4-yl)acrylic acid C(#N)/C(/C(=O)O)=C/C1=CC=C(C=C1)C1=CC=C(C=C1)C1(OC=2C=CC3=C(C2C=C1)C=CC(=C3)N(C3=CC=CC=C3)C3=CC=CC=C3)C3=CC=CC=C3